ClC=1N=NC(=C(C1CCC=O)C)Cl 3-(3,6-dichloro-5-methylpyridazin-4-yl)propanal